4-((4-(dimethylamino)pyridin-2-yl)piperidine-1-carbonyl)benzoate CN(C1=CC(=NC=C1)C1N(CCCC1)C(=O)C1=CC=C(C(=O)[O-])C=C1)C